C1(=NC=CC2=CC=CC=C12)C(C)(C)NC([C@H](C)[C@H]1N(CCC1)C)=O (R)-N-(2-(isoquinolin-1-yl)propan-2-yl)-2-((S)-1-methylpyrrolidin-2-yl)propanamide